2-acrylamido-4-(4-(2,2-difluoroethyl)piperazin-1-yl)-N-(3,5-dimethoxyphenethyl)-1H-pyrazol-5-benzamide C(C=C)(=O)NN1NC(=C(C1)N1CCN(CC1)CC(F)F)C1=CC=CC=C1C(=O)NCCC1=CC(=CC(=C1)OC)OC